C[C@@]12C(CC[C@H]1[C@@H]1CCC3CC(CC[C@@H]3[C@H]1CC2)=O)=O estran-3,17-dione